ClC=1C=C(C=C(C1)Cl)C1=CC(=CC(=N1)OC=1C=CC(=NC1)N1CCN(CC1)C(=O)OC(C)(C)C)CO tert-Butyl 4-(5-((6-(3,5-dichlorophenyl)-4-(hydroxymethyl)pyridin-2-yl)oxy)pyridin-2-yl)piperazine-1-carboxylate